8-(4-Fluoro-2-methylphenyl)-9-(2-fluoro-4-((1-(3-fluoropropyl)azetidin-3-yliden)methyl)-3-methylphenyl)-6,7-dihydro-5H-benzo[7]annulen FC1=CC(=C(C=C1)C=1CCCC2=C(C1C1=C(C(=C(C=C1)C=C1CN(C1)CCCF)C)F)C=CC=C2)C